C1OCC[C@]12CN(CCC2)CC2=CC1=C(C(N(C=C1C(F)(F)F)C1=CC(=CC=C1)C1(CCC1)C1=NN=CN1C)=O)N2 (R)-2-((2-oxa-7-azaspiro[4.5]dec-7-yl)methyl)-6-(3-(1-(4-methyl-4H-1,2,4-triazol-3-yl)cyclobutyl)phenyl)-4-(trifluoromethyl)-1,6-dihydro-7H-pyrrolo[2,3-c]pyridin-7-one